tri-aminopropanol NC(CCO)(N)N